(S)-2-(4-(cyclopent-1-en-1-yl)-2-(3-fluoropyrrolidin-1-yl)pyridin-3-yl)-1-((2-(trimethylsilyl)ethoxy)methyl)-1H-benzo[d]imidazole C1(=CCCC1)C1=C(C(=NC=C1)N1C[C@H](CC1)F)C1=NC2=C(N1COCC[Si](C)(C)C)C=CC=C2